3,4-DICHLORO-5-(TRIFLUOROMETHYL)PHENYLBORONIC ACID ClC=1C=C(C=C(C1Cl)C(F)(F)F)B(O)O